(2S,4R)-1-[(2S)-2-(4-cyclopropyltriazol-1-yl)-3,3-dimethyl-butanoyl]-N-[(1R,2S)-2-(3-ethoxyphenyl)cyclopropyl]-4-hydroxy-pyrrolidine-2-carboxamide C1(CC1)C=1N=NN(C1)[C@H](C(=O)N1[C@@H](C[C@H](C1)O)C(=O)N[C@H]1[C@@H](C1)C1=CC(=CC=C1)OCC)C(C)(C)C